C1C(CCC2=CC=CC=C12)=O 3,4-dihydronaphthalen-2(1H)-one